(2S)-3-(8-acetyl-2-oxo-1,8-diazaspiro[4.5]dec-3-yl)-2-((S)-2-amino-3-cyclohexylpropionamido)propionic acid methyl ester hydrochloride Cl.COC([C@H](CC1C(NC2(C1)CCN(CC2)C(C)=O)=O)NC([C@H](CC2CCCCC2)N)=O)=O